C(CCC)N(C(\C=C/C(=O)O)=O)CCCC maleic acid-N,N-dibutylamide